C(CCCCCCCCCCC)(=O)[O-].C(CCCCCCCCCCC)(=O)[O-].C(CCCCCCCCCCC)(=O)[O-].[Bi+3] bismuth trisdodecanoate